2-{3-[(3S)-3-tert-butylpiperazin-1-yl]-1,2,4-triazin-6-yl}-5-(3-fluoro-1H-pyrazol-4-yl)phenol C(C)(C)(C)[C@H]1CN(CCN1)C=1N=NC(=CN1)C1=C(C=C(C=C1)C=1C(=NNC1)F)O